5-(4-bromophenyl)-7-oxa-4-azaspiro[2.5]octane BrC1=CC=C(C=C1)C1NC2(CC2)COC1